2-(((2S)-2-(2-((5Z,8Z,11Z,14Z,17Z)-icosa-5,8,11,14,17-pentaen-1-yloxy)butanamido)-4-methylpentanoyl)oxy)benzoic acid C(CCC\C=C/C\C=C/C\C=C/C\C=C/C\C=C/CC)OC(C(=O)N[C@H](C(=O)OC1=C(C(=O)O)C=CC=C1)CC(C)C)CC